6-(benzyloxy)-7-methoxy-3,4-dihydroisoquinoline C(C1=CC=CC=C1)OC=1C=C2CCN=CC2=CC1OC